[1,3]dioxolane-4-carbonitrile O1COC(C1)C#N